C(C)OC=1C=C(C=C(C1)[N+](=O)[O-])C1=C(C=CC=C1)C1=NN=CN1C 3-(3'-ethoxy-5'-nitro-[1,1'-biphenyl]-2-yl)-4-methyl-4H-1,2,4-triazole